C1N(C=CC2=CC=CC=C12)C(C(=O)[O-])(C(C)C)NC(=O)OC(C)(C)C.C(C)[N+]1(CCCC1)CCCO 1-ethyl-1-(3-hydroxypropyl)pyrrolidin-1-ium isoquinolin-2-yl-2-((tert-butoxycarbonyl)amino)-3-methylbutanoate